O=C(CC[C@H]1NC(OC1)=O)N1CC2(C1)CN(C2)CC2=CC=C(C=C2)S(=O)(=O)C(F)(F)F (4R)-4-[3-oxo-3-[6-[[4-(trifluoromethylsulfonyl)phenyl]methyl]-2,6-diazaspiro[3.3]heptan-2-yl]propyl]oxazolidin-2-one